BrC=1N=NC(=CC1)N1CCOCC1 3-bromo-6-(1,4-oxazinan-4-yl)-1,2-diazine